propyl 1,5-pentanedicarboxylate C(CCCCC(=O)[O-])C(=O)OCCC